1-(2,4-difluorobenzyl)-3-(4-hydroxybenzyl)-1-((1-methylpiperidin-4-yl)methyl)urea FC1=C(CN(C(=O)NCC2=CC=C(C=C2)O)CC2CCN(CC2)C)C=CC(=C1)F